2-bromo-6-(3-(difluoromethoxy)phenoxy)aniline BrC1=C(N)C(=CC=C1)OC1=CC(=CC=C1)OC(F)F